(1R,2S)-6,7-difluoro-1,2-dimethyl-2-(trifluoromethyl)-1,2-dihydro-4H-furo[2,3-c]chromen-4-one FC1=C(C=CC=2C3=C(C(OC12)=O)O[C@@]([C@@H]3C)(C(F)(F)F)C)F